[Y].[Cu] Copper-yttrium